tert-Butyl [(1R,2S,5S)-2-[[2-[(5-chloropyridin-2-yl)amino]-2-oxoacetyl]amino]-5-(dimethylaminocarbonyl)cyclohexyl]carbamate ClC=1C=CC(=NC1)NC(C(=O)N[C@@H]1[C@@H](C[C@H](CC1)C(=O)N(C)C)NC(OC(C)(C)C)=O)=O